Cl.OCC(C)(C)C=1SC2=C(N1)C(CC1(CCNCC1)C2)=O 2-(1-hydroxy-2-methylpropan-2-yl)-5H-spiro[benzo[d]thiazole-6,4'-piperidin]-4(7H)-one hydrochloride